N2,N3-bis(2-fluoro-4-(trifluoromethyl)phenyl)pyrazine-2,3-diamine FC1=C(C=CC(=C1)C(F)(F)F)NC1=NC=CN=C1NC1=C(C=C(C=C1)C(F)(F)F)F